1-(6-isopropoxypyridin-2-yl)ethan-1-ol C(C)(C)OC1=CC=CC(=N1)C(C)O